COC=1C(=C2C=CN(C2=C(C1)C)S(=O)(=O)C1=CC=C(C)C=C1)CN1C[C@H]2N(CC1C1=CC=C(C(=O)OC)C=C1)CCCC2 methyl 4-((9aS)-2-((5-methoxy-7-methyl-1-tosyl-1H-indol-4-yl)methyl)octahydro-2H-pyrido[1,2-a]pyrazin-3-yl)benzoate